IC=1C=C(C=C(C1)I)SC1=CC(=CC(=C1)I)I 3,5-diiodophenyl sulfide